Cl.N[SiH3] aminosilane hydrochloride